CNC(S)=S N-methyl-dithiocarbamic acid